COC1=CC=C(C=C1)C=CC(=O)C1=CC=C(C=C1)[N+](=O)[O-] 3-(4-methoxyphenyl)-1-(4-nitrophenyl)-2-propen-1-one